C1(CC1)C1=NNC(=N1)C1CC2(CN(C2)C(=O)N2CC3(C2)CN(C3)CC3=C(C=C(C=C3)S(=O)(=O)C(F)(F)F)F)C1 [6-(3-cyclopropyl-1H-1,2,4-triazol-5-yl)-2-azaspiro[3.3]heptan-2-yl]-[6-(2-fluoro-4-triflyl-benzyl)-2,6-diazaspiro[3.3]heptan-2-yl]methanone